3-(trideuteriomethoxy)azetidine [2H]C(OC1CNC1)([2H])[2H]